C1(CCCCC1)(O)O cyclohexane-1,1-diol